methyl 3-fluoro-4-(prop-1-en-2-yl)benzoate FC=1C=C(C(=O)OC)C=CC1C(=C)C